O=C(CCCN)CCC(CCC(CCCN)=O)=O 4,7,10-trioxo-1,13-tridecanediamine